CN(C1=NSC(=N1)N[C@@H]1[C@H]([C@H]([C@H](O[C@@H]1OC)CO)O)O)C (2R,3R,4R,5R,6S)-5-((3-(dimethylamino)-1,2,4-thiadiazol-5-yl)amino)-2-(hydroxymethyl)-6-methoxytetrahydro-2H-pyran-3,4-diol